C1(CC1)C=1C=C(C(=C(C(=O)NCC=2C(NC(=CC2C)C)=O)C1)C)N(C1CCOCC1)CC 5-cyclopropyl-N-((4,6-dimethyl-2-oxo-1,2-dihydropyridin-3-yl)methyl)-3-(ethyl-(tetrahydro-2H-pyran-4-yl)amino)-2-methylbenzamide